2-methoxy-4-(4-(4-methoxyphenoxy)piperidin-1-yl)pyrimidine-5-carbonitrile COC1=NC=C(C(=N1)N1CCC(CC1)OC1=CC=C(C=C1)OC)C#N